4-((thieno[2,3-b]pyridin-4-ylmethyl)oxy)benzoic acid S1C=CC=2C1=NC=CC2COC2=CC=C(C(=O)O)C=C2